OC=1C=C(C(=O)O[C@H]2[C@H](OC3=CC(=CC(=C3C2)O)O)C2=CC(=C(C=C2)O)O)C=C(C1O)O (2R,3R)-2-(3,4-dihydroxyphenyl)-5,7-dihydroxychroman-3-yl 3,4,5-trihydroxybenzoate